BrC=1C(=NN(C1C(=O)OC)C=1SC(=C(N1)C=C(C)C)C1=CC=C(C=C1)C(F)(F)F)C Methyl 4-bromo-3-methyl-1-(4-(2-methylpropan-1-en-1-yl)-5-(4-(trifluoromethyl) phenyl) thiazol-2-yl)-1H-pyrazole-5-carboxylate